3-fluoro-4-(4-(pyrrolidin-1-yl)piperidin-1-yl)aniline FC=1C=C(N)C=CC1N1CCC(CC1)N1CCCC1